tert-butyl (1R,3s,5S)-3-(3-chloro-6-methyl-5-oxo-6,7-dihydropyrimido[4,5-c]pyridazin-8(5H)-yl)-8-azabicyclo[3.2.1]octane-8-carboxylate ClC1=CC2=C(N=N1)N(CN(C2=O)C)C2C[C@H]1CC[C@@H](C2)N1C(=O)OC(C)(C)C